FC1(CN(CC[C@H]1NC1=NN2C(C(=N1)OC([2H])([2H])[2H])=C(C(=C2)F)C=2C=CC1=C(N(N=N1)CCF)C2)C(CO)=O)F (R)-1-(3,3-difluoro-4-((6-fluoro-5-(1-(2-fluoroethyl)-1H-benzo[d][1,2,3]triazol-6-yl)-4-(methoxy-d3)pyrrolo[2,1-f][1,2,4]triazin-2-yl)amino)piperidin-1-yl)-2-hydroxyethan-1-one